tri(2-propylheptyl) isocitrate C(C(O)C(C(=O)OCC(CCCCC)CCC)CC(=O)OCC(CCCCC)CCC)(=O)OCC(CCCCC)CCC